4-amino-6-(3-chloro-4-fluorophenoxy)-5-(3-hydroxy-2,6-dimethylphenyl)nicotinamide NC1=C(C(=NC=C1C(=O)N)OC1=CC(=C(C=C1)F)Cl)C1=C(C(=CC=C1C)O)C